FC1=C(C(=O)NC2=CC(=CC=C2)C=2OC(=NN2)C2=COC=C2)C=CC=C1 2-Fluoro-N-(3-(5-(furan-3-yl)-1,3,4-oxadiazol-2-yl)phenyl)benzamide